(R)-4-(1-((5-methoxy-7-methyl-1H-indol-4-yl)methyl)piperidin-2-yl)-3-(methylamino)benzoic acid COC=1C(=C2C=CNC2=C(C1)C)CN1[C@H](CCCC1)C1=C(C=C(C(=O)O)C=C1)NC